2-(4-(7-chloro-1-methyl-2,3-dioxo-2,3-dihydropyrido[2,3-b]pyrazin-4(1H)-yl)piperidine-1-yl)-N-(cyclopentylmethyl)pyrimidine-5-carboxamide ClC1=CC2=C(N(C(C(N2C)=O)=O)C2CCN(CC2)C2=NC=C(C=N2)C(=O)NCC2CCCC2)N=C1